C(#N)C(CNC=1C(=CC=C2C=CC(=CC12)C=1OC=C(N1)C(=O)NC1CCN(CC1)CC)OC)=C 2-{8-[(2-cyano-2-methylideneethyl)amino]-7-methoxynaphthalen-2-yl}-N-(1-ethylpiperidin-4-yl)-1,3-oxazole-4-carboxamide